1-[4-(chloromethyl)phenyl]-5-methyl-3-(trifluoromethyl)-1H-pyrazole ClCC1=CC=C(C=C1)N1N=C(C=C1C)C(F)(F)F